COC1=CC=C(C=N1)CN1C(C2=CC=CC=C2C1=O)CC=1C(=NC=CC1C)C#N 3-((2-((6-methoxypyridin-3-yl)methyl)-3-oxoisoindolin-1-yl)methyl)-4-methylpicolinonitrile